(1-(difluoromethyl)cyclopropyl)-5-(methoxycarbonyl)-2-oxo-1,2-dihydropyridine FC(C1(CC1)N1C(C=CC(=C1)C(=O)OC)=O)F